OC1=CC=C(NC(CNS(=O)(=O)C2=C(C(=O)NCCC3=CC=CC=C3)C=CC=C2)=O)C=C1 2-[[2-(4-Hydroxyanilino)-2-oxo-ethyl]sulfamoyl]-N-(2-phenylethyl)benzamide